O1CCC(CC1)C=1N=CC2=C(N1)C(N(C(=N2)C(F)(F)F)C)=O 2-(TETRAHYDRO-2H-PYRAN-4-YL)-7-METHYL-8-OXO-6-(TRIFLUOROMETHYL)-7,8-DIHYDROPYRIMIDO[5,4-D]PYRIMIDINE